N-(6-bromo-2-chloro-4-((2,4-dimethoxybenzyl)amino)quinolin-3-yl)pentanamide BrC=1C=C2C(=C(C(=NC2=CC1)Cl)NC(CCCC)=O)NCC1=C(C=C(C=C1)OC)OC